FC=1C=C(NC2=CC=C(C(=N2)C(=O)NC2CC3(COC3)C2)OC)C=C(C1)F 6-(3,5-difluoroanilino)-3-methoxy-N-(2-oxaspiro[3.3]heptan-6-yl)pyridine-2-carboxamide